BrC1=CC=C(C(=N1)F)F 6-bromo-2,3-difluoropyridine